C(C)(C)(C)OC([C@H](CC1=CC(=CC=C1)O)[C@H]1CN(CC1)C(=O)OC(C)(C)C)=O tert-butyl (S)-3-((R)-1-(tert-butoxy)-3-(3-hydroxyphenyl)-1-oxopropan-2-yl)pyrrolidine-1-carboxylate